N-(4-fluorophenyl)-N-(4-(8-methoxyimidazo[1,2-a]pyridine-3-carbonyl)phenyl)cyclopropane-1,1-dicarboxamide FC1=CC=C(C=C1)N(C(=O)C1(CC1)C(=O)N)C1=CC=C(C=C1)C(=O)C1=CN=C2N1C=CC=C2OC